BrC1=C(C=CC=C1N1C2=CC=CC=C2C=2C=CC=CC12)C=1C(=CC=CC1)C=1C(=CC=CC1)C1=C(C=CC=C1)Br 9-(2,2'''-dibromo-[1,1':2',1'':2'',1'''-quaterphenyl]-3-yl)-9H-carbazole